CN1CCN(CC1)C(=O)C=1C=C2CN(C(C2=CC1)=O)C1C(NC(CC1)=O)=O 3-(5-(4-methylpiperazine-1-carbonyl)-1-oxoisoindolin-2-yl)piperidine-2,6-dione